tert-butyl 4-(2-((4-cyano-6-((6-(2,6-dichlorophenyl)-8-methyl-7-oxo-7,8-dihydropyrido[2,3-d]pyrimidin-2-yl)amino)pyridazin-3-yl)oxy)ethyl)piperazine-1-carboxylate C(#N)C1=C(N=NC(=C1)NC=1N=CC2=C(N1)N(C(C(=C2)C2=C(C=CC=C2Cl)Cl)=O)C)OCCN2CCN(CC2)C(=O)OC(C)(C)C